2-[[6-[5-Chloro-3-[1-[(1-fluorocyclopropyl)methyl]pyrazol-4-yl]quinoxalin-6-yl]oxy-2-methyl-benzimidazol-1-yl]methoxy]ethyl-trimethyl-silane ClC1=C2N=C(C=NC2=CC=C1OC=1C=CC2=C(N(C(=N2)C)COCC[Si](C)(C)C)C1)C=1C=NN(C1)CC1(CC1)F